ethyl 2-(2-((5-(3-(aminomethyl)phenyl)-7-(dimethylamino)benzofuran-3-yl)methoxy)phenyl)acetate NCC=1C=C(C=CC1)C=1C=C(C2=C(C(=CO2)COC2=C(C=CC=C2)CC(=O)OCC)C1)N(C)C